5-isopropyl-2-methoxybenzaldehyde C(C)(C)C=1C=CC(=C(C=O)C1)OC